[Ru+2].CC1=C(C(=CC(=C1)C)C)N1C(N(CC1)C1=C(C=C(C=C1C)C)C)=CC(=CC=CP(C1=C(C(=CC=C1)Cl)Cl)C1=CC=CC=C1)C [1,3-bis-(2,4,6-trimethylphenyl)-2-imidazolidinylidene]dichloro(3-methyl-2-butenylidene)(methyldiphenylphosphine) ruthenium (II)